(4-(4-(3-chloropropyl)piperazin-1-yl)phenyl)(2-(4-fluorophenyl)-6-methoxybenzo[b]thiophen-3-yl)methanone ClCCCN1CCN(CC1)C1=CC=C(C=C1)C(=O)C=1C2=C(SC1C1=CC=C(C=C1)F)C=C(C=C2)OC